2-(2-chloroethoxy)tetrahydro-2H-pyran ClCCOC1OCCCC1